(6-(4-fluorophenyl)-4-(1H-1,2,4-triazol-3-yl)pyridin-3-yl)methanamine dihydrochloride Cl.Cl.FC1=CC=C(C=C1)C1=CC(=C(C=N1)CN)C1=NNC=N1